1-(3-(5-fluoro-2-(((3S,4S)-4-fluoropiperidin-3-yl)amino)pyrimidin-4-yl)-7-methoxyimidazo[1,2-b]pyridazin-6-yl)pyrrolidin-2-one FC=1C(=NC(=NC1)N[C@H]1CNCC[C@@H]1F)C1=CN=C2N1N=C(C(=C2)OC)N2C(CCC2)=O